COC1=CC=C(C=C1)CNC1CC(NC1)C(=O)N(CCC)CCC 4-{[(4-methoxyphenyl)methyl]Amino}-N,N-dipropylpyrrolidine-2-carboxamide